O=C1NC(CCC1N1C(N(C2=C1C=CC=C2CN2CCC(CC2)N(C(OC(C)(C)C)=O)C)C)=O)=O tert-butyl (1-((1-(2,6-dioxopiperidin-3-yl)-3-methyl-2-oxo-2,3-dihydro-1H-benzo[d]imidazol-4-yl)methyl)piperidin-4-yl)(methyl)carbamate